[O-]CCCC.[O-]CCCC.[O-]CCCC.CC(C=C)[Sn+3] 3-buten-2-yl-tin tri(n-butoxide)